C(C)(C)(C)OC(NC1=C(SC(=C1)C)Br)=O (2-bromo-5-methylthiophene-3-yl)carbamic acid tert-butyl ester